2-(3-methyl-1-piperidyl)-1-[4-[5-methyl-1-[4-(trifluoromethoxy)phenyl]pyrazol-3-yl]-1-piperidyl]ethanone CC1CN(CCC1)CC(=O)N1CCC(CC1)C1=NN(C(=C1)C)C1=CC=C(C=C1)OC(F)(F)F